ClC1=CC=C(C=C1)C1=CC(=NC(=N1)C=1C=NC=CC1)NC1CNCC1 6-(4-chlorophenyl)-2-(pyridin-3-yl)-N-(pyrrolidin-3-yl)pyrimidin-4-amine